(3-chloro-4-(2-chlorophenyl)-2-azetidinon-1-yl)adamantanecarboxamide ClC1C(N(C1C1=C(C=CC=C1)Cl)C1C2(CC3CC(CC1C3)C2)C(=O)N)=O